N,N-dimethyl-benzamide benzyl-(S)-6-(4-(methoxycarbonyl)phenyl)-4-(1-methyl-1H-imidazol-4-yl)-3,6-dihydropyridine-1(2H)-carboxylate C(C1=CC=CC=C1)OC(=O)N1CCC(=C[C@H]1C1=CC=C(C=C1)C(=O)OC)C=1N=CN(C1)C.CN(C(C1=CC=CC=C1)=O)C